((4-(7-(((2S,5R)-5-aminotetrahydro-2H-pyran-2-yl) methyl)-2,7-diazaspiro[3.5]non-2-yl) pyrimidin-5-yl) oxy)-5-fluorobenzoate hydrochloride Cl.N[C@@H]1CC[C@H](OC1)CN1CCC2(CN(C2)C2=NC=NC=C2OC2=C(C(=O)O)C=C(C=C2)F)CC1